C(C)(C)O[V](OC(C)C)(OC(C)C)OC(C)C tetrakis(isopropoxy)vanadium (IV)